C(C=1C(=CC=CC1[2H])[2H])(=O)O benzoic acid-2,6-d2